C(=O)(C=C)C=CC=C Acrylbutadien